tert-butyl 6-[[2-hydroxy-6-methoxy-4-(6-methyl-7-oxo-1H-pyrazolo[3,4-c]pyridin-4-yl)phenyl]methylamino]-3,4-dihydro-1H-isoquinoline-2-carboxylate OC1=C(C(=CC(=C1)C=1C2=C(C(N(C1)C)=O)NN=C2)OC)CNC=2C=C1CCN(CC1=CC2)C(=O)OC(C)(C)C